N-[5-[2-cyano-5-[(1-methylazetidin-3-yl)methoxy]-4-pyridyl]pyrazolo[1,5-a]pyridin-2-yl]cyclopropanecarboxamide C(#N)C1=NC=C(C(=C1)C1=CC=2N(C=C1)N=C(C2)NC(=O)C2CC2)OCC2CN(C2)C